FC(C(=O)O)(F)F.OC1=C(C=CC=C1C1=CC(=NO1)N1CCNCC1)C1=CC(=C(C=C1)NC(C)=O)OC N-(2'-Hydroxy-3-methoxy-3'-(3-(piperazin-1-yl)isoxazol-5-yl)-[1,1'-biphenyl]-4-yl)acetamide 2,2,2-trifluoroacetate